ClC1=CC(=CC=2C(NCCOC21)C)N2C=CC1=CC(=CC=C21)F 9-chloro-7-(5-fluoroindol-1-yl)-5-methyl-2,3,4,5-tetrahydro-1,4-benzoxazepine